2-(4-((3-(4-Fluorophenyl)-5,5-dimethyl-2-oxoimidazolin-1-yl)methyl)-2,6-dimethylphenoxy)-2-methylpropanoic acid FC1=CC=C(C=C1)N1C(N(C(C1)(C)C)CC1=CC(=C(OC(C(=O)O)(C)C)C(=C1)C)C)=O